CC1=CC=C(C=C1)S(=O)(=O)O.[N+](=O)([O-])C1=CC=CC(=C1)[N+](=O)[O-] 2,4-dinitrobenzene p-toluenesulfonate